CNC(O[C@@H]1CC[C@H](CC1)C(N(C[C@@H]1CC[C@H](CC1)C=1C=NC(=C(C1)C)OC)C1=NC=CC(=C1)C=1N=C(OC1)C1CC1)=O)=O trans-4-((4-(2-Cyclopropyloxazol-4-yl)-pyridine-2-yl)((trans-4-(6-methoxy-5-methylpyridin-3-yl)-cyclohexyl)methyl)-carbamoyl)cyclohexyl methylcarbamate